methyl-n-heptenone CCC(C=CCCC)=O